N-phenylalanine C1(=CC=CC=C1)N[C@@H](C)C(=O)O